3-(2-((tert-butyldimethylsilyl)oxy)-2-(8-methyl-6-((1-phenylcyclopropyl)methoxy)-[1,2,4]triazolo[1,5-a]pyridin-2-yl)ethyl)-1,3,8-triazaspiro[4.5]decan-2-one [Si](C)(C)(C(C)(C)C)OC(CN1C(NC2(C1)CCNCC2)=O)C2=NN1C(C(=CC(=C1)OCC1(CC1)C1=CC=CC=C1)C)=N2